8-(2,3,5-trifluorophenyl)imidazo[1,2-a]Pyridine-2-carboxylic acid ethyl ester C(C)OC(=O)C=1N=C2N(C=CC=C2C2=C(C(=CC(=C2)F)F)F)C1